europium(III) tri(isopropoxide) CC([O-])C.CC([O-])C.CC([O-])C.[Eu+3]